C1(CC1)C=1C=CC=C2C(=NC=NC12)N[C@H](CN1CCN(CC1)S(=O)(=O)C1=C(N=C(S1)NC(OC)=O)C)C methyl N-[5-({4-[(2S)-2-[(8-cyclopropylquinazolin-4-yl)amino]propyl]piperazin-1-yl}sulfonyl)-4-methyl-1,3-thiazol-2-yl]carbamate